C(#CC)C1=C(C=CC(=C1)C(F)(F)F)C1=C2C(=C(N=N1)N)C=NC=C2 1-[2-(prop-1-yn-1-yl)-4-(trifluoromethyl)phenyl]pyrido[3,4-d]pyridazin-4-amine